C(C)OC(=O)C=1C(N(C2=NC=C(C=C2C1C)Br)CC1=CC=C(C=C1)F)=O.CC1=C(C=CC(=C1)OC1(CC1)C)NC(C)=O N-[2-methyl-4-(1-methylcyclopropoxy)phenyl]acetamide ethyl-6-bromo-1-[(4-fluorophenyl)methyl]-4-methyl-2-oxo-1,8-naphthyridine-3-carboxylate